2-methyl-5-[2-[[7-(5-methyl-1,2,4-oxadiazol-3-yl)-1-isoquinolyl]amino]-ethylcarbamoyl]pyrazole-3-carboxylic acid CN1N=C(C=C1C(=O)O)C(NCCNC1=NC=CC2=CC=C(C=C12)C1=NOC(=N1)C)=O